O=C1N(SC2=C1C=CC=C2)C2=NC=C(C#N)C=C2 6-(3-oxobenzo[d]isothiazol-2(3H)-yl)nicotinonitrile